N-(6-amino-5-methylpyridin-3-yl)-2-((2S,5R)-2-(4-fluorophenyl)-5-methyl-4-(1-methylcyclopropanecarbonyl)piperazin-1-yl)-2-oxoacetamide NC1=C(C=C(C=N1)NC(C(=O)N1[C@H](CN([C@@H](C1)C)C(=O)C1(CC1)C)C1=CC=C(C=C1)F)=O)C